OC=1C=C(C=2N(C1)N=CC2C#N)C=2C=NC(=CC2)N2CCN(CC2)CC2=CC=C(C=C2)S(=O)(=O)C 6-hydroxy-4-(6-(4-(4-(methyl-sulfonyl)benzyl)piperazin-1-yl)pyridin-3-yl)pyrazolo[1,5-a]pyridine-3-carbonitrile